C(C)(C)(C)OC(=O)N[C@H](C(=O)OC)C[C@@H](C(=O)OC)O dimethyl (2S,4S)-2-((tert-butoxycarbonyl)amino)-4-hydroxypentanedioate